CN(S(=O)(=O)C=1C(=C(C(=O)O)C=CC1NCCCCCCCC(F)(F)F)OC1CCOCC1)C (dimethylsulfamoyl)-2-tetrahydropyran-4-yloxy-4-(8,8,8-trifluorooctylamino)benzoic acid